[N+](=O)([O-])C1=C2C=CN(C2=CC=C1)C(=O)OC(C)(C)C tert-Butyl 4-nitro-1H-indole-1-carboxylate